ClC1=CC=C(C=C1)[C@H](CC1=NOC(=N1)CN1C(N(C(=CC1=O)CC)C)=O)O 3-({3-[(2S)-2-(4-chlorophenyl)-2-hydroxyethyl]-1,2,4-oxadiazol-5-yl}methyl)-6-ethyl-1-methyl-1,2,3,4-tetrahydropyrimidine-2,4-dione